NC=1C(=C(C(=O)NC2=C(C=C(C=C2OC(F)F)C(C(F)(F)F)C(F)(F)F)Br)C=CC1)F 3-amino-N-(2-bromo-6-(difluoromethoxy)-4-(1,1,1,3,3,3-hexafluoropropan-2-yl)phenyl)-2-fluorobenzamide